NC=1C(NC(N(N1)C1=CC(=C(C(=C1)Cl)OC=1N=NC(=C(C1)C1CCOCC1)Cl)Cl)=O)=O 6-amino-2-(3,5-dichloro-4-[[6-chloro-5-(oxan-4-yl)-pyridazin-3-yl]oxy]phenyl)-4H-1,2,4-triazine-3,5-dione